C(C1=CC=CC=C1)OC(=O)N1CC[C@@H]2N(C([C@H](C1)NC(=O)OC(C)(C)C)=O)[C@@H](CC2)C(=O)O (5S,8S,10aR)-3-[(Benzyloxy)carbonyl]-5-{[(tert-butoxy)carbonyl]amino}-6-oxo-decahydropyrrolo[1,2-a][1,5]diazocine-8-carboxylic acid